CN(C=1SC2=C(N1)COC=1C=C(C=CC12)C1=CN(C=C1)C)C1CC(NC(C1)(C)C)(C)C N-methyl-7-(1-methyl-1H-pyrrol-3-yl)-N-(2,2,6,6-tetramethylpiperidin-4-yl)-4H-chromeno[3,4-d]thiazol-2-amine